O1[C@H](COCC1)CN1N=C2C3=C(C[C@H](C2=C1)C)OC(=C3C(F)(F)F)C(=O)NC[C@H]3OCCC3 (4R)-2-{[(2S)-1,4-Dioxan-2-yl]methyl}-4-methyl-N-{[(2S)-oxolan-2-yl]methyl}-8-(trifluoromethyl)-4,5-dihydro-2H-furo[2,3-g]indazol-7-carboxamid